C(CCCCCCCCCCCCC)C([C@@]([C@@]1(C(=C(C(=O)O1)O)[O-])CCCCCCCCCCCCCC)(O)CCCCCCCCCCCCCC)(O)CCCCCCCCCCCCCC tetra-myristyl-ascorbate